butyl (3-bromopropyl)(3-phenoxyphenethyl)carbamate BrCCCN(C(OCCCC)=O)CCC1=CC(=CC=C1)OC1=CC=CC=C1